4-amino-benzoic acid NC1=CC=C(C(=O)O)C=C1